6-ethyl-1,5,5-trimethylbicyclo[2.2.1]heptan-6-ol C(C)C1(C(C2CCC1(C2)C)(C)C)O